(3R,5R)-5-(3-(3-(Methoxymethyl)-1-methyl-1H-pyrazole-5-carboxamido)-1H-pyrazol-5-yl)tetrahydrofuran-3-yl tert-butylcarbamate C(C)(C)(C)NC(O[C@H]1CO[C@H](C1)C1=CC(=NN1)NC(=O)C1=CC(=NN1C)COC)=O